NC1=C(C=CC(=C1)Cl)[C@@H](C)N1[C@H](C(N(C2=C(C1=O)C=C(C=C2)I)CCCN2CCN(CC2)C)=O)C2=CC=C(C=C2)Cl (3S)-4-[(1R)-1-(2-amino-4-chlorophenyl)ethyl]-3-(4-chlorophenyl)-7-iodo-1-[3-(4-methylpiperazin-1-yl)propyl]-3H-1,4-benzodiazepine-2,5-dione